FC(C=1C=C(C=CC1F)C1=CN=C2C(=N1)N(N=C2F)CC(=O)N(C)C)F 2-[6-[3-(Difluoromethyl)-4-fluoro-phenyl]-3-fluoro-pyrazolo[3,4-b]pyrazin-1-yl]-N,N-dimethyl-acetamide